(fluoromethyl)pyridin-2-amine FCC=1C(=NC=CC1)N